O[C@]1(C[C@@H](CCC1)NC(CN1N=C(N2C(C1=O)=CC1=C2N=CS1)C(C)C)=O)C N-((1R,3R)-3-Hydroxy-3-methylcyclohexyl)-2-(5-isopropyl-8-oxothiazolo[5',4':4,5]pyrrolo[1,2-d][1,2,4]triazin-7(8H)-yl)acetamid